BrC=1C=2N(C=C(N1)C(=O)O)C=CN2 8-bromoimidazo[1,2-a]pyrazine-6-carboxylic acid